CN1CC(=CC(=C1)C)C 1,3,5-trimethyl-pyridine